ClC1=C(C(=CC=C1)C)NC(=O)N[C@@H]1C[C@H](C2=CC(=C3C=C(N=CC3=C21)C2CC2)S(NCC(C)C)(=O)=O)NC(=O)C=2C=NC=CC2 |r| N-[trans-(7RS,9RS)-9-[(2-chloro-6-methylphenyl)carbamoylamino]-3-cyclopropyl-5-(2-methylpropylsulfamoyl)-8,9-dihydro-7H-cyclopenta[h]isoquinolin-7-yl]pyridine-3-carboxamide